C1C=CC=C2C3=CC=CC=C3N=C12 1H-carbazol